1,3,5-triacrylhexahydro-1,3,5-triazine C(=O)(C=C)N1CN(CN(C1)C(=O)C=C)C(=O)C=C